methyl 1-isopropyl-1H-imidazole-5-carboxylate C(C)(C)N1C=NC=C1C(=O)OC